CN1CCN(CC1)C1=CC=CN=N1 6-(4-methylpiperazin-1-yl)pyridazin